2-hydroxyethyl-amino-S-triazine OCCC1=NC(=NC=N1)N